BrC1=C(C(=C(C(=C1)OCCC)F)F)C1=C(C=C(C=C1)CCCCC)F 1-bromo-3,4-difluoro-2-(2-fluoro-4-pentyl-phenyl)-5-propoxy-benzene